ClC1=NC=C(C(=N1)C1=CC=CC(=N1)N1C(OCCC1)=O)F 3-(6-(2-chloro-5-fluoropyrimidin-4-yl)pyridin-2-yl)-1,3-oxazinan-2-one